C(C)(C)(C)OC(=O)N1CC(C1)C=1C=CC=C2C=CC(=NC12)N1C=NC2=C1C=CC(=C2)OCC2(COC2)C.ClC2=NC=CC(=N2)OCC2=CC=C(C=C2)OC 2-chloro-4-((4-methoxybenzyl)oxy)pyrimidine tert-Butyl-3-[2-[5-[(3-methyloxetan-3-yl)methoxy]benzimidazol-1-yl]-8-quinolyl]azetidine-1-carboxylate